lithium 3-((imidazo[1,2-a]pyridine-3-carboxamido) methyl)-4-methylbenzoate N=1C=C(N2C1C=CC=C2)C(=O)NCC=2C=C(C(=O)[O-])C=CC2C.[Li+]